N-[4-(2-FORMYLPHENOXY)PHENYL]ACETAMIDE C(=O)C1=C(OC2=CC=C(C=C2)NC(C)=O)C=CC=C1